C[N+](C)(C)CCOP(=O)([O-])OC[C@@H](COC(=O)CCCCCCCC(=O)O)O The molecule is a 1-O-acyl-sn-glycero-3-phosphocholine obtained by formal condensation of one of the carboxy groups of azelaic acid with the 1-hydroxy group of sn-glycero-3-phosphocholine. It has a role as a plant metabolite. It derives from a nonanedioic acid.